OCCNC(=O)NC1=CC=CC=C1 1-(2-hydroxyethyl)-3-phenylurea